NNC(NN)=N.NNC(NN)=N.OC=1C(=C(C(=C(C1[N+](=O)[O-])O)[N+](=O)[O-])Br)[N+](=O)[O-] 3,5-dihydroxy-2,4,6-trinitrobromobenzene bis-diaminoguanidine salt